FC1=CC2=C(N(C(N=C2N2[C@H](CN(CC2)C(=O)OC(C)(C)C)C)=O)C=2C(=NC=CC2C)C(C)C)N=C1C1=C(C=CC=C1SC)F tert-butyl (3S)-4-(6-fluoro-7-(2-fluoro-6-(methylthio) phenyl)-1-(2-isopropyl-4-methylpyridin-3-yl)-2-oxo-1,2-dihydropyrido[2,3-d]pyrimidin-4-yl)-3-methylpiperazine-1-carboxylate